4-(hydroxymethyl)-3,5-dimethyloxazol-2(3H)-one OCC=1N(C(OC1C)=O)C